(3'-(diphenylamino)-[1,1'-biphenyl]-4-yl)carboxylic acid C1(=CC=CC=C1)N(C=1C=C(C=CC1)C1=CC=C(C=C1)C(=O)O)C1=CC=CC=C1